CN(C=1C=C2CN(C(C2=CC1)=O)[C@H]1C(NC(CC1)=O)=O)[C@H]1[C@@H](CCCC1)NC |&1:12| Racemic-trans-3-(5-(methyl(2-(methylamino)cyclohexyl)amino)-1-oxoisoindolin-2-yl)piperidine-2,6-dione